C1(CC1)C1=NC(=CC(=C1)C1=C(C=C(C#N)C=C1)C1=NN=CN1C)C1=COC2=C(C=C(C=C2C1=O)CNCCOC)C 4-[2-cyclopropyl-6-[6-[(2-methoxyethylamino)methyl]-8-methyl-4-oxo-chromen-3-yl]-4-pyridinyl]-3-(4-methyl-1,2,4-triazol-3-yl)benzonitrile